FC=1C=C(C=CC1C=O)OB(O)O 3-fluoro-4-formylphenyl-boric acid